ClC1=NC=C(C(=C1)N1C[C@H]([C@H](CC1)OC)NC(OC(C)(C)C)=O)C=1C=NN(C1)C(F)F tert-butyl N-[(3R,4S)-1-[2-chloro-5-[1-(difluoromethyl)pyrazol-4-yl]-4-pyridyl]-4-methoxy-3-piperidyl]carbamate